(S)-1-cyano-N-(1-(pyridin-3-ylmethyl)-1H-imidazol-4-yl)pyrrolidine-3-carboxamide C(#N)N1C[C@H](CC1)C(=O)NC=1N=CN(C1)CC=1C=NC=CC1